FC1=CC=CC=2N(C(=NC21)C2=NON=C2C)CC=2C=NC=NC2 3-[4-fluoro-1-(pyrimidin-5-ylmethyl)benzimidazol-2-yl]-4-methyl-1,2,5-oxadiazole